C1N(CC12CCOCC2)CC2=CC1=C(OC[C@@H](C(N1C)=O)NC(C1=NC=CC(=C1)OC1=CC=CC=C1)=O)C=C2 (S)-N-(7-((7-oxa-2-azaspiro[3.5]non-2-yl)methyl)-5-methyl-4-oxo-2,3,4,5-tetrahydrobenzo[b][1,4]oxazepin-3-yl)-4-phenoxypicolinamide